C1(CC(=CC=C1)C)(C)S(=O)(=O)OC1=C(C=CC=C1)NC(=O)NC1=CC(=CC=C1)OS(=O)(=O)C1(CC(=CC=C1)C)C N-[2-(m-xylenesulfonyloxy)phenyl]-N'-[3-(m-xylenesulfonyloxy)phenyl]urea